tertbutyl (2-(5-(difluoromethyl)-3-(3-(1-(o-tolyl)cyclopropyl)-1,2,4-oxadiazol-5-yl)-1H-pyrazol-1-yl)acetyl)glycinate FC(C1=CC(=NN1CC(=O)NCC(=O)OC(C)(C)C)C1=NC(=NO1)C1(CC1)C1=C(C=CC=C1)C)F